6-(5-Bromopyrimidin-2-yl)-3-(2-(methoxymethoxy)phenyl)-5-methyl-6,7,8,9-tetrahydro-5H-pyrido[3',4':4,5]pyrrolo[2,3-c]pyridazine BrC=1C=NC(=NC1)N1C(C2=C(NC=3N=NC(=CC32)C3=C(C=CC=C3)OCOC)CC1)C